3-benzyl-1-(trans-4-((5-cyano-4-(3,4-dihydro-2,7-naphthyridine-2(1H)-yl)pyrimidin-2-yl)amino)-cyclohexyl)-1-(5-(1-methyl-1H-pyrazol-4-yl)pyridin-2-yl)urea C(C1=CC=CC=C1)NC(N(C1=NC=C(C=C1)C=1C=NN(C1)C)[C@@H]1CC[C@H](CC1)NC1=NC=C(C(=N1)N1CC2=CN=CC=C2CC1)C#N)=O